(±)-3-((3-(2-Oxopiperazin-1-yl)phenyl)amino)piperidine-2,6-dione O=C1N(CCNC1)C=1C=C(C=CC1)N[C@H]1C(NC(CC1)=O)=O |r|